2,5-bis(methylamino)terephthalic acid CNC1=C(C(=O)O)C=C(C(=C1)C(=O)O)NC